FC1(CC(C2=CC=CC=C12)(F)F)F tetrafluoroindan